ClC=1C=CC2=C(C[C@@H](CC=3N2C(=NN3)[C@@H]3CC[C@H](CC3)OC3=NC=CC=C3)NC(CCN(C)C)=O)C1 N-{(5S)-8-chloro-1-[trans-4-(pyridin-2-yloxy)cyclohexyl]-5,6-dihydro-4H-[1,2,4]triazolo[4,3-a][1]benzazepin-5-yl}-N3,N3-dimethyl-β-alaninamide